C(C1=CC=CC=C1)(C1=CC=CC=C1)N1C(C=CC1=O)=O 1-benzhydryl-1H-pyrrole-2,5-dione